N2-(2-(1-(Cyclopropylsulfonyl)-1H-pyrazol-4-yl)pyrimidin-4-yl)-5-(1-(difluoromethyl)-1H-pyrazol-3-yl)-N4-(1-(2-fluoroethyl)piperidin-3-yl)pyridine-2,4-diamine C1(CC1)S(=O)(=O)N1N=CC(=C1)C1=NC=CC(=N1)NC1=NC=C(C(=C1)NC1CN(CCC1)CCF)C1=NN(C=C1)C(F)F